CN1C(N(C2=C1C=CC(=C2)[N+](=O)[O-])CCC(=O)OC(C)(C)C)=O tert-butyl 3-(3-methyl-6-nitro-2-oxo-benzimidazol-1-yl)propanoate